C(C=C)(=O)O.CC1C(=O)NC(C1)=O methyl-succinimide acrylate